tert-butyl 4-((R)-(2-(allyloxy)-4-chloro-5-methylphenyl)(((S)-tert-butylsulfinyl)amino)methyl)piperidine-1-carboxylate C(C=C)OC1=C(C=C(C(=C1)Cl)C)[C@@H](C1CCN(CC1)C(=O)OC(C)(C)C)N[S@@](=O)C(C)(C)C